N[C@H]1CN(C[C@H]1C)C1=C(C=CC=2N(N=NC21)C(C)C)NC(=O)C2=NN(C(C=C2)=O)C2=C(C=CC=C2F)F N-(4-((3R,4R)-3-amino-4-methylpyrrolidin-1-yl)-1-isopropyl-1H-benzo[d][1,2,3]triazol-5-yl)-1-(2,6-difluorophenyl)-6-oxo-1,6-dihydropyridazine-3-carboxamide